N-[(2S)-1-({(1S)-1-cyano-2-[(3S)-2-oxopyrrolidin-3-yl]ethyl}amino)-4-methyl-1-oxopentan-2-yl]-3-methylimidazo[2,1-b][1,3]thiazole-2-carboxamide C(#N)[C@H](C[C@H]1C(NCC1)=O)NC([C@H](CC(C)C)NC(=O)C1=C(N2C(S1)=NC=C2)C)=O